ClC1=C(C=CC(=C1Cl)F)N1CCN(CC1)CCOC=1C=C(C#N)C=CC1 3-(2-(4-(2,3-dichloro-4-fluorophenyl)piperazin-1-yl)ethoxy)benzonitrile